ethyl 5,6-dimethoxybenzo[b]selenophene-2-carboxylate COC1=CC2=C([Se]C(=C2)C(=O)OCC)C=C1OC